N[C@H]1CN(CCC1)C(=O)C=1C=C2OCCN3C(=NC(C1)=C32)C=3N(C2=CC(=CC=C2C3)OC)CC3=CC=C(C=C3)F (R)-(3-Aminopiperidin-1-yl)(2-(1-(4-fluorobenzyl)-6-methoxy-1H-indol-2-yl)-3,4-dihydro-5-oxa-1,2a-diazaacenaphthylen-7-yl)methanon